N2-(((9H-Fluoren-9-yl)methoxy)carbonyl)-N6-(3-((5-((3aS,4S,6aR)-2-oxohexahydro-1H-thieno[3,4-d]imidazol-4-yl)pentyl)thio)propanoyl)-L-lysine C1=CC=CC=2C3=CC=CC=C3C(C12)COC(=O)N[C@@H](CCCCNC(CCSCCCCC[C@@H]1SC[C@@H]2NC(N[C@@H]21)=O)=O)C(=O)O